DL-2,3-DIAMINOPROPIONIC ACID HYDROCHLORIDE Cl.N[C@@H](C(=O)O)CN |r|